4-aminophenyl-1-(2,6-difluorobenzyl)-5-dimethylaminomethyl-3-(6-methoxypyridazin-3-yl)thieno[2,3-d]pyrimidine-2,4(1H,3H)-dione NC1=CC=C(C=C1)C1=C(C2=C(N(C(N(C2=O)C=2N=NC(=CC2)OC)=O)CC2=C(C=CC=C2F)F)S1)CN(C)C